6-pyridinediformaldehyde N1=C(C=CC=C1C=O)C=O